C(C)(=O)N1CCC(CC1)C(=O)NC1=CC=C(C=C1)CNC1=NC(=NC=2N1N=CC2C(C)C)NC2CCOCC2 1-Acetyl-N-(4-(((8-isopropyl-2-((tetrahydro-2H-pyran-4-yl)amino)pyrazolo[1,5-a][1,3,5]triazin-4-yl)amino)methyl)phenyl)piperidine-4-carboxamide